O=C1NC(CCC1N1C(C2=CC=C(C=C2C1=O)N1CCN(CC1)CCC1CN(C1)CCN1CCN(CC1)C1=NC=NC(=C1)C1=NNC2=CC=C(C=C12)OC(C)C)=O)=O 2-(2,6-dioxopiperidin-3-yl)-5-(4-(2-(1-(2-(4-(6-(5-isopropoxy-1H-indazol-3-yl)pyrimidin-4-yl)piperazin-1-yl)ethyl)azetidin-3-yl)ethyl)piperazin-1-yl)isoindoline-1,3-dione